C(C)(=O)O[C@@H]1C[C@H](N(C1=O)C(=O)OC(C)(C)C)C(=O)OC 1-(tert-butyl) 2-methyl (2S,4R)-4-acetoxy-5-oxopyrrolidine-1,2-dicarboxylate